trans-vinyl iodide C(=C)I